NC=1C=2N(C3=CC(=CC=C3N1)C(=O)N(C)[C@@H]1COC3=C1C=CC(=C3)Br)C=C(C2)F (S)-4-amino-N-(6-bromo-2,3-dihydrobenzofuran-3-yl)-2-fluoro-N-methylpyrrolo[1,2-a]-quinoxaline-8-carboxamide